6-chloro-N-[5-chloro-1-(cyclopropylmethyl)-1H-pyrazol-4-yl]-7-(piperidin-4-yl)quinazolin-2-amine ClC=1C=C2C=NC(=NC2=CC1C1CCNCC1)NC=1C=NN(C1Cl)CC1CC1